C(C(C)C)OC(\C=C\C(=O)OCC(C)C)=O Fumaric acid diisobutyl ester